COC1=CC=C2N=C3/C(/CC(CC3=C(C2=C1)C(=O)O)C)=C/C1=CC=C(C=C1)C1=CC=C(C=C1)CCCCCCCC (E)-7-methoxy-2-methyl-4-((4'-octyl-[1,1'-biphenyl]-4-yl)methylene)-1,2,3,4-tetrahydroacridine-9-carboxylic acid